(3-(((tert-butyldiphenylsilyl)oxy)methyl)-4-ethyl-5-oxo-4,5-dihydro-1H-1,2,4-triazol-1-yl)-2-(2-chloro-6-fluorophenyl)-7-fluoro-4-isopropyl-2H-benzo[b][1,4]Oxazin [Si](C1=CC=CC=C1)(C1=CC=CC=C1)(C(C)(C)C)OCC1=NN(C(N1CC)=O)C1(CN(C2=C(O1)C=C(C=C2)F)C(C)C)C2=C(C=CC=C2F)Cl